CC=1C=CC2=C(C=C(O2)C(=O)OC)C1 methyl 5-methyl-1-benzofuran-2-carboxylate